FC1(CN(CC[C@H]1NC1=NN2C(C(=N1)OC)=C(C(=C2)F)C=2C=CC1=C(N(N=N1)C[C@H](C)F)C2)C(CO)=O)F 1-((R)-3,3-difluoro-4-((6-fluoro-5-(1-((S)-2-fluoropropyl)-1H-benzo[d][1,2,3]triazol-6-yl)-4-methoxypyrrolo[2,1-f][1,2,4]triazin-2-yl)amino)piperidin-1-yl)-2-hydroxyethan-1-one